FC(OC1(CCC1)C1=NN=C(O1)C12CC(C1)(C2)N)(F)F 1-[5-[3-cis-(trifluoromethoxy)cyclobutyl]-1,3,4-oxadiazol-2-yl]bicyclo[1.1.1]pentan-3-amine